rac-(3S,4R)-3-{[2-(3,5-bis-trifluoromethyl-phenyl)-2-methyl-propionyl]-methyl-amino}-4-(4-fluoro-phenyl)-pyrrolidine-1-carboxylic acid bis-(2-hydroxy-ethyl)-amide OCCN(C(=O)N1C[C@H]([C@@H](C1)C1=CC=C(C=C1)F)N(C)C(C(C)(C)C1=CC(=CC(=C1)C(F)(F)F)C(F)(F)F)=O)CCO |r|